dioctadecyl-3-oxapentanediamide C(CCCCCCCCCCCCCCCCC)C(OC(C(=O)N)CCCCCCCCCCCCCCCCCC)C(=O)N